(1R)-1-(2,2-difluoro-1,3-benzodioxol-5-yl)ethanol FC1(OC2=C(O1)C=CC(=C2)[C@@H](C)O)F